(4-((3-(trifluoromethyl)-9H-carbazol-9-yl)methyl)benzyl)phosphonic acid FC(C=1C=CC=2N(C3=CC=CC=C3C2C1)CC1=CC=C(CP(O)(O)=O)C=C1)(F)F